3-methoxy-N-(5-{5-(trifluoromethyl)-5-[3-(trifluoromethyl)phenyl]-4,5-dihydro-1,2-Oxazol-3-yl}indan-1-yl)propanamide COCCC(=O)NC1CCC2=CC(=CC=C12)C1=NOC(C1)(C1=CC(=CC=C1)C(F)(F)F)C(F)(F)F